2-(3-methylcyclohexyloxy)-1,3-propanediol CC1CC(CCC1)OC(CO)CO